[Cl-].C(CCC)[N+](CCCC)(CCC[Si](OC)(OC)OC)CCCC N,N-dibutyl-N-(3-(trimethoxysilyl)propyl)butan-1-aminium chloride